ClC1=CC(=C(N=N1)NC1=CC2=C(N(C=N2)C2=CC=C(C(=N2)N2N=C(C=C2C)C#N)C(C)O)C=C1)OC 1-[6-[5-[(6-chloro-4-methoxy-pyridazin-3-yl)amino]benzimidazol-1-yl]-3-(1-hydroxyethyl)-2-pyridinyl]-5-methyl-pyrazole-3-carbonitrile